NC1=NC=C(C=N1)/C(=C/C=1C=C(C(=O)O)C=CC1OC(F)F)/F 3-[(1Z)-2-(2-aminopyrimidin-5-yl)-2-fluoroethenyl]-4-(difluoromethoxy)benzoic acid